N1(CCCC2=CC=CC=C12)C(=O)C1=NC(=CN=C1)N1N=C(C=C1C)C (3,4-Dihydroquinolin-1(2H)-yl)(6-(3,5-dimethyl-1H-pyrazol-1-yl)pyrazin-2-yl)-methanone